C(C)(C)(C)O[C@H](C#N)C=1C(=C2C(=NC1C)N(C(=C2C)C)CC=2C=NN(C2)C)C2=CC=C(C=C2)Cl (S)-2-(tert-butoxy)-2-(4-(4-chlorophenyl)-2,3,6-trimethyl-1-((1-methyl-1H-pyrazol-4-yl)methyl)-1H-pyrrolo[2,3-b]pyridin-5-yl)acetonitrile